(((2S,3S,5R,6R)-2-((S)-but-3-en-2-yl)-6-(((tert-butyldimethylsilyl)oxy)methyl)tetrahydro-2H-pyran-3,5-diyl)bis(oxy))bis(tert-butyldimethylsilane) C[C@@H](C=C)[C@@H]1O[C@@H]([C@@H](C[C@@H]1O[Si](C)(C)C(C)(C)C)O[Si](C)(C)C(C)(C)C)CO[Si](C)(C)C(C)(C)C